ClC1=CC=C(C=C1)C(C(F)(F)F)N(S(=O)(=O)C=1C=NC(=CC1C)OC)CC N-(1-(4-chlorophenyl)-2,2,2-trifluoroethyl)-N-ethyl-6-methoxy-4-methylpyridine-3-sulfonamide